hexane-3,4-diyl bis(diisopropylcarbamate) C(C)(C)N(C(OC(CC)C(CC)OC(N(C(C)C)C(C)C)=O)=O)C(C)C